5-bromo-3-chlorobenzo[e][1,2,4]triazine 1-oxide BrC1=CC=CC2=C1N=C(N=[N+]2[O-])Cl